C(=O)(O)C1(CC1)CCCCCCCOCCCCCCC1(CC1)C(=O)O 1-(6-((7-(1-carboxycyclopropyl)heptyl)oxy)hexyl)cyclopropane-1-carboxylic acid